indole-2,6-dicarboxamide N1C(=CC2=CC=C(C=C12)C(=O)N)C(=O)N